ClC=1C=C(C=C(C1CC1=CC(=C(C=C1)O)C(=O)N1CCCCC1)Cl)CC(=O)O 2-(3,5-dichloro-4-(4-hydroxy-3-(piperidine-1-carbonyl)benzyl)phenyl)acetic acid